FC(S(=O)(=O)[O-])(F)F.[Ag+].CC=1N(C(=CN1)[N+](=O)[O-])CCSC=1OC(=NN1)C1=NC=CC=C1 2-((2-(2-Methyl-5-nitro-1H-imidazol-1-yl)ethyl)thio)-5-(pyridin-2-yl)-1,3,4-oxadiazole silver trifluoromethanesulfonate